3-((1R,2R)-2-aminocyclohexyl)propanoic acid N[C@H]1[C@H](CCCC1)CCC(=O)O